COC(CC(=O)C)=O methylacetoacetate